BrC1=CC=C(C=C1)SC=1C=CC(=C(N)C1)[N+](=O)[O-] 5-((4-bromophenyl)thio)-2-nitroaniline